9-Chloro-8-(4-(dimethylamino)piperidin-1-yl)-6,6-dimethyl-3-((trimethylsilyl)ethynyl)-5,6-Dihydro-11H-benzo[b]carbazol-11-one ClC1=CC2=C(C(C=3NC4=CC(=CC=C4C3C2=O)C#C[Si](C)(C)C)(C)C)C=C1N1CCC(CC1)N(C)C